C(C)(=O)OCCN1C(C=2C=C(C(=CC2C2=C1COCC2NC)F)F)=O 2-(8,9-difluoro-1-(methylamino)-6-oxo-1,2,4,6-tetrahydro-5H-pyrano[3,4-c]isoquinolin-5-yl)ethyl acetate